NNC1=CC=CC=C1 amino-aniline